dimethylhexacyclo-[6.6.1.13,6.110,13.02,7.09,14]-4-heptadecene CC1=C(C2C3C4C5C6CCC(C5C(C3C1C2)C4)C6)C